(2S)-methyl 2-[[3-ethyl-4-(4-fluorophenyl)-7-methoxy-1-isoquinolinyl] oxy]-propionate C(C)C=1N=C(C2=CC(=CC=C2C1C1=CC=C(C=C1)F)OC)O[C@H](C(=O)OC)C